NC=1C(=NNC1)S 4-amino-3-mercaptopyrazole